CN1C=CC=2C1=NC=CC2B(O)O 1-methylpyrrolo[2,3-b]pyridin-4-ylboronic acid